phenyl (3-formyl-4-hydroxy-5-methoxyphenyl)carbamate C(=O)C=1C=C(C=C(C1O)OC)NC(OC1=CC=CC=C1)=O